NC1=NC(=NN2C1=NC=C2C=2C=C(C=CC2C)C(C(F)F)(C)O)C2=CC=NN2C 2-(3-(4-amino-2-(1-methyl-1H-pyrazol-5-yl)imidazo[2,1-f][1,2,4]triazin-7-yl)-4-methylphenyl)-1,1-difluoropropan-2-ol